2-[1-(2-fluoroethyl)-4-piperidyl]-5-(4,4,5,5-tetramethyl-1,3,2-dioxaborolan-2-yl)-1,3-benzothiazole FCCN1CCC(CC1)C=1SC2=C(N1)C=C(C=C2)B2OC(C(O2)(C)C)(C)C